(R)-1-(3-Benzyl-4-(3-(2,4-difluoro-3-hydroxy-5-(trifluoromethyl)phenyl)-1-methyl-1H-pyrazolo[3,4-d]pyrimidin-6-yl)piperazin-1-yl)-2-methoxyethan-1-one C(C1=CC=CC=C1)[C@@H]1CN(CCN1C1=NC=C2C(=N1)N(N=C2C2=C(C(=C(C(=C2)C(F)(F)F)F)O)F)C)C(COC)=O